ClC=1C(NN=CC1N1C[C@@H](CC1)OC1=NC=CC(=C1)C=1C(=NN(C1C)C1CCC1)C)=O (R)-4-chloro-5-(3-((4-(1-cyclobutyl-3,5-dimethyl-1H-pyrazol-4-yl)pyridin-2-yl)oxy)pyrrolidin-1-yl)pyridazin-3(2H)-one